OCC12OCC(C1)(C2)NC(OCC2=CC=CC=C2)=O benzyl (1-(hydroxymethyl)-2-oxabicyclo[2.1.1]hexan-4-yl)carbamate